ClC1=NC2=CC(=CC=C2C(=C1)NCCC1=CC=C(C=C1)[N+](=O)[O-])OC(F)(F)F 2-Chloro-N-(4-nitrophenethyl)-7-(trifluoromethoxy)chinolin-4-amin